(S)-3-(3-((S)-1-methoxy-3-methyl-1-oxobutan-2-yl)-1,3-dimethylureido)piperidine-1-carboxylic acid tert-butyl ester C(C)(C)(C)OC(=O)N1C[C@H](CCC1)N(C(=O)N(C)[C@H](C(=O)OC)C(C)C)C